(2R,3S)-3-(4-bromo-2-fluorophenyl)-3-((R)-1,1-dimethylethylsulfinamido)-2-fluoropropionic acid ethyl ester C(C)OC([C@@H]([C@@H](N[S@](=O)C(C)(C)C)C1=C(C=C(C=C1)Br)F)F)=O